NC=1C(=NC(=CC1)C1=CC2=C(C=CC=C2C=C1)NC(C=C)=O)C(=O)N[C@H]1CN(CCC1)C 3-amino-N-[(3R)-1-methylpiperidin-3-yl]-6-[8-(prop-2-enamido)naphthalen-2-yl]pyridine-2-carboxamide